ClC1=C(OCCNC(=O)N)C(=CC(=C1)Cl)Cl [2-(2,4,6-trichlorophenoxy)ethyl]urea